ethyl (2R,3S,4R,5S)-5-(2,6-difluorophenyl)-2,3,4,5-tetrahydroxypentanoate FC1=C(C(=CC=C1)F)[C@@H]([C@H]([C@@H]([C@H](C(=O)OCC)O)O)O)O